C1N(CC12CNC2)C(=O)C2(CCN(CC2)C=2C=C(N=NC2)C2=C(C=CC=C2)O)C=2N(N=CC2)C 2-[5-(4-{2,6-diazaspiro[3.3]heptane-2-carbonyl}-4-(2-methylpyrazol-3-yl)piperidin-1-yl)pyridazin-3-yl]phenol